FC(OC1=NC=C(C(=O)NC2=CC(=C(C=C2)F)[C@H](C)NC2=CN=C3C(=N2)SC(=C3)C)C=C1)F (S)-6-(difluoromethoxy)-N-(4-fluoro-3-(1-((6-methylthieno[2,3-b]pyrazin-3-yl)amino)ethyl)phenyl)nicotinamide